C(CCCCCCCCCCC)NCCCCCCNCCCCCCCCCCCC N,N'-didodecyl-hexamethylenediamine